(S)-1-((4-chloro-6-(6-chloroquinolin-4-yl)pyridin-3-yl)oxy)-2,4-dimethyl-pentan-2-amine ClC1=C(C=NC(=C1)C1=CC=NC2=CC=C(C=C12)Cl)OC[C@](CC(C)C)(N)C